N-(1-(4-Nitrophenyl)-2-(tert-butylamino)-2-oxoethyl)-N-(3-sulfamoylphenyl)-propiolamide [N+](=O)([O-])C1=CC=C(C=C1)C(C(=O)NC(C)(C)C)N(C(C#C)=O)C1=CC(=CC=C1)S(N)(=O)=O